perfluoro (2,5,8-trimethyl-3,6,9-trioxaundecanoyl) peroxide CC(C(=O)OOF)OCC(OCC(OCC)C)C